BrC=1C=CC2=C(N(C(=N2)CF)C)C1 6-bromo-2-(fluoromethyl)-1-methyl-1H-benzo[d]imidazole